2-(((1s,3r,5R,7S)-3-aminoadamantan-1-yl)amino)-1-(5-fluoroisoindolin-2-yl)ethan-1-one dihydrochloride Cl.Cl.NC12CC3(C[C@@H](C[C@H](C1)C3)C2)NCC(=O)N2CC3=CC=C(C=C3C2)F